ClC1=C2C(C(C(C2=CC=C1OC=1C=C(C#N)C=C(C1)F)(F)F)(F)F)=O 3-((4-chloro-1,1,2,2-tetrafluoro-3-oxo-2,3-dihydro-1H-inden-5-yl)oxy)-5-fluorobenzonitrile